NC=1C=2N(C3=CC=C(C=C3N1)C1=CC=NN1)C=C(C2)C(=O)N2CC(C2)O (4-amino-7-(1H-pyrazol-5-yl)pyrrolo[1,2-a]quinoxalin-2-yl)(3-hydroxyazetidin-1-yl)methanone